2-(2-Methoxy-5-(methyl-(2-methylquinazolin-4-yl)amino)phenyl)propanoic acid COC1=C(C=C(C=C1)N(C1=NC(=NC2=CC=CC=C12)C)C)C(C(=O)O)C